C(C)(C)(C)C1=NN2C(N(C3=C(C2=O)CN(C3=O)CC(N3CCCC3)=O)CC(=O)OCC)=C1 ethyl {2-tert-butyl-5,8-dioxo-6-[2-oxo-2-(pyrrolidin-1-yl)ethyl]-5,6,7,8-tetrahydro-4H-pyrazolo[1,5-a]pyrrolo[3,4-d]pyrimidin-4-yl}acetate